2-Methyl-5-((1-methylazetidin-2-yl)methoxy)-N-(1-(2-methylquinolin-5-yl)cyclopropyl)benzamide CC1=C(C(=O)NC2(CC2)C2=C3C=CC(=NC3=CC=C2)C)C=C(C=C1)OCC1N(CC1)C